C1(CCCCCCC1)C1SC2=C(N1)C=CC=C2 cyclooctyl-2,3-dihydrobenzo[d]thiazole